N-benzyl-1,5-diazabicyclo[4.3.0]Nonane C(C1=CC=CC=C1)N1CCCN2CCCC12